[C@@H]1(CC=CCC1)COC(C(C)O)=O |r| 2-hydroxypropionic acid (+-)-3-cyclohexen-1-ylmethyl ester